ClC1=CC=C(C=C1)C1=C(CC2(CN(C2)C(=O)OC(C)(C)C)CC1)CO tert-Butyl 7-(4-chlorophenyl)-6-(hydroxymethyl)-2-azaspiro[3.5]non-6-ene-2-carboxylate